L-Valyl-N-{3-[{(1R)-1-[1-benzyl-4-(2,5-difluorophenyl)-1H-pyrrol-2-yl]-2,2-dimethylpropyl}(glycoloyl)amino]propyl}-L-alaninamid N[C@@H](C(C)C)C(=O)N[C@@H](C)C(=O)NCCCN(C(CO)=O)[C@H](C(C)(C)C)C=1N(C=C(C1)C1=C(C=CC(=C1)F)F)CC1=CC=CC=C1